(R)-4-((3-(5-(3-((2,5,7-trimethyl-[1,2,4]triazolo[1,5-a]pyrimidin-6-yl)oxy)pyrrolidin-1-yl)pyrimidin-2-yl)bicyclo[1.1.1]pentan-1-yl)methyl)morpholine CC1=NN2C(N=C(C(=C2C)O[C@H]2CN(CC2)C=2C=NC(=NC2)C23CC(C2)(C3)CN3CCOCC3)C)=N1